C(C=1C=C(C#N)C=CC1NC1=NC=C2N(C(N(C2=N1)C1CCOCC1)=O)C)([2H])([2H])[2H] 3-(methyl-d3)-4-((7-methyl-8-oxo-9-(tetrahydro-2H-pyran-4-yl)-8,9-dihydro-7H-purin-2-yl)amino)benzonitrile